1-ethynyl-3,3-difluorocyclobutan-1-ol C(#C)C1(CC(C1)(F)F)O